N1=CC=C(C2=CC=CC=C12)N1N=CC=C1 (quinolin-4-yl)-1H-pyrazol